2,5-dinitrobenzenesulfonyl bromide [N+](=O)([O-])C1=C(C=C(C=C1)[N+](=O)[O-])S(=O)(=O)Br